C(C)OC(=O)C=1N=CC=2CN(CCC2C1)C1=NC(=CC(=C1)N1CC(OCC1)(C)C)F 7-(4-(2,2-Dimethylmorpholino)-6-fluoropyridin-2-yl)-5,6,7,8-tetrahydro-2,7-naphthyridine-3-carboxylic acid ethyl ester